FC=1C(=CC=2C3=C(NC(C2C1)=O)COC[C@H]3N(C(C3=CC=C(C=C3)OC3=CC(=CC=C3)F)=O)C)F (S)-N-(8,9-Difluoro-6-oxo-1,4,5,6-tetrahydro-2H-pyrano[3,4-c]isoquinolin-1-yl)-4-(3-fluorophenoxy)-N-methylbenzamide